Br[C@H]1[C@@H]2NC([C@H]1CC2=C(F)F)=O (1R,4R,7R)-7-bromo-6-(difluoromethylene)-2-azabicyclo[2.2.1]Heptan-3-one